C1C2=CC=CC=C2C3=C1C(=CC=C3)OC4=CC=CC5=C4CC6=CC=CC=C65 fluorenyl ether